1-(4-Chlorophenyl)-2-methyl-1,2,3,4-tetrahydroisoquinoline-1-carbonitrile ClC1=CC=C(C=C1)C1(N(CCC2=CC=CC=C12)C)C#N